ClC=1C(=NC=C(C1)C(F)(F)F)NCCCCNC(=S)NC=1C=NC=CC1 1-(4-((3-Chloro-5-(trifluoromethyl)pyridin-2-yl)amino)butyl)-3-(pyridin-3-yl)thiourea